N[C@H]1CS(C2=C(N(C1=O)CC1=CC=C(C=C1)OC(F)(F)F)C=C(C=C2)C=2N=NN(N2)C(C)(C)C)(=O)=O (3R)-3-amino-7-(2-tert-butyltetrazol-5-yl)-1,1-dioxo-5-[[4-(trifluoromethoxy)phenyl]methyl]-2,3-dihydro-1λ6,5-benzothiazepin-4-one